(2-((dimethylamino)methyl)morpholino)aniline CN(C)CC1OCCN(C1)NC1=CC=CC=C1